(R)-4-(difluoromethyl)-2-(3-(3-(fluoro(4-methyl-4H-1,2,4-triazol-3-yl)methyl)oxetan-3-yl)phenyl)isoindolin-1-one FC(C1=C2CN(C(C2=CC=C1)=O)C1=CC(=CC=C1)C1(COC1)[C@H](C1=NN=CN1C)F)F